OC1=C(C=CC=C1)C(C=CC1=CC=CC=C1)=O 1-(2-hydroxyphenyl)-3-phenylprop-2-en-1-one